(2S,3R)-3-((2-amino-6-methylpyridin-4-yl)methyl)-N2-(1-methyl-1H-imidazol-2-yl)-N1-((R)-1-(2-chloro-5-methylphenyl)propyl)-N2-methyl-4-oxoazetidine-1,2-dicarboxamide NC1=NC(=CC(=C1)C[C@@H]1[C@H](N(C1=O)C(=O)N[C@H](CC)C1=C(C=CC(=C1)C)Cl)C(=O)N(C)C=1N(C=CN1)C)C